(6-cyclopropylimidazo[1,2-a]Pyridin-2-yl)methyl-pyridin-4-amine C1(CC1)C=1C=CC=2N(C1)C=C(N2)CC2=NC=CC(=C2)N